FC1=C(C(=CC=C1)F)N1N=C(C=C1C1CC(=NO1)N1C[C@H](CC1)NS(=O)(=O)CC)C(F)(F)F N-[(3S)-1-{5-[1-(2,6-difluorophenyl)-3-(trifluoromethyl)-1H-pyrazol-5-yl]-4,5-dihydro-1,2-oxazol-3-yl}pyrrolidin-3-yl]ethanesulfonamide